[N+](=O)([O-])C1=CC(=C(C(=O)NCCCCCNC(OC(C)(C)C)=O)C=C1)C=C tert-Butyl N-[5-[(4-nitro-2-vinyl-benzoyl)amino]pentyl]carbamate